C(#N)C(C(=O)NC(OCC)=O)=NNC1=CC(=C(C(=C1)Cl)OC1=CN(C(C=C1)=O)CC1=CC(=C(C=C1)F)F)Cl Ethyl (2-cyano-2-(2-(3,5-dichloro-4-((1-(3,4-difluorobenzyl)-6-oxo-1,6-dihydropyridin-3-yl)oxy)phenyl) hydrazono)acetyl)carbamate